5-bromo-2-(4-iodophenoxy)nicotinic acid BrC=1C=NC(=C(C(=O)O)C1)OC1=CC=C(C=C1)I